CC1=NOC(=C1C1=CC=C2C(=CN(C2=C1)COCC[Si](C)(C)C)C1=NC(=NC=C1C(F)(F)F)N[C@@H]1[C@@H](CCC1)O)C (1R,2S)-2-[[4-[6-(3,5-dimethylisoxazol-4-yl)-1-(2-trimethylsilylethoxymethyl)indol-3-yl]-5-(trifluoromethyl)pyrimidin-2-yl]amino]cyclopentanol